(6aR)-8-Acryloyl-4-chloro-3-(2-fluoro-6-hydroxyphenyl)-1-((2S,3R)-3-hydroxy-2-methylazetidin-1-yl)-6,6a,7,8,9,10-hexahydro-12H-pyrazino[2,1-c]pyrido[3,4-f][1,4]oxazepin-12-one C(C=C)(=O)N1C[C@@H]2COC3=C(C(N2CC1)=O)C(=NC(=C3Cl)C3=C(C=CC=C3O)F)N3[C@H]([C@@H](C3)O)C